2-aminobut-2-enoate NC(C(=O)[O-])=CC